CC1=NOC(=C1C1=CC=C2C=3N(C(COC31)C=3C=NC=CC3)C(N2)=O)C 7-(3,5-Dimethylisoxazol-4-yl)-4-pyridin-3-yl-4,5-dihydroimidazo[1,5,4-de][1,4]benzoxazin-2(1H)-one